N,N'-(3,6-dimethyleneoct-4-ene-1,8-diyl)bis(thiomorpholine) C=C(CCN1CCSCC1)C=CC(CCN1CCSCC1)=C